ClC=1C=C(C(=O)N[C@@H](C)C2=NC=NN2C=2SC=CN2)C=C(C1)OC(F)(F)F 3-chloro-N-{(1S)-1-[1-(1,3-thiazol-2-yl)-1H-1,2,4-triazol-5-yl]ethyl}-5-(trifluoromethoxy)benzamide